OCC=1C=C(CNC(OC(C)(C)C)=O)C=CC1 tert-butyl 3-(hydroxymethyl)benzylcarbamate